O[C@@H]1C[C@H](N(C1)C([C@H](C(C)C)N1N=NC(=C1)C=1C=NC=NC1)=O)C(=O)NC (2S,4R)-4-hydroxy-N-methyl-1-((S)-3-methyl-2-(4-(pyrimidin-5-yl)-1H-1,2,3-triazol-1-yl)butanoyl)pyrrolidine-2-carboxamide